cis-methyl 3-(5-(tert-butyl)-1,3,4-oxadiazol-2-yl)cyclopentane-1-carboxylate C(C)(C)(C)C1=NN=C(O1)[C@H]1C[C@H](CC1)C(=O)OC